ClC1=C(C=C(C=C1)Cl)OC1=C(C=C(C=C1)Cl)Cl 1,4-dichloro-2-(2,4-dichlorophenoxy)benzene